N1-(3-((tert-butyldimethylsilyl)oxy)propyl)propane-1,3-diamine [Si](C)(C)(C(C)(C)C)OCCCNCCCN